methyl N-[5-[6-[(4-fluoro-3-methoxy-phenyl)-methyl-carbamoyl]-4-methyl-imidazo[4,5-c]pyridin-1-yl]-2-pyridyl]carbamate FC1=C(C=C(C=C1)N(C(=O)C1=CC2=C(C(=N1)C)N=CN2C=2C=CC(=NC2)NC(OC)=O)C)OC